C(C)(C)(C)OC(=O)N1CCC(CC1)OC1CCNCC1.C(C1=CC=CC=C1)N1CCC(=CC1)OC1C(N(CC1)C)=O 3-[(1-benzyl-3,6-dihydro-2H-pyridin-4-yl)oxy]-1-methyl-pyrrolidin-2-one tert-butyl-4-(4-piperidyloxy)piperidine-1-carboxylate